2-(2-(5-hydroxy-1H-indol-3-yl)acetamido)propanamide OC=1C=C2C(=CNC2=CC1)CC(=O)NC(C(=O)N)C